N-(1-(2,3-dihydroxypropyl)-6-fluoro-2-(1-hydroxy-2-methylpropan-2-yl)-1H-indol-5-yl)cyclopropane-1-carboxamide OC(CN1C(=CC2=CC(=C(C=C12)F)NC(=O)C1CC1)C(CO)(C)C)CO